(2R,3S)-2-amino-3-methoxy-N-((R)-4-phenyl-1-(4,4,5,5-tetramethyl-1,3,2-dioxaborolan-2-yl)butyl)butanamide N[C@@H](C(=O)N[C@@H](CCCC1=CC=CC=C1)B1OC(C(O1)(C)C)(C)C)[C@H](C)OC